2-fluoro-4-trifluoromethylphenylacetic acid FC1=C(C=CC(=C1)C(F)(F)F)CC(=O)O